5-(prop-2-en-1-yloxy)-3-{4-[4-(trifluoromethoxy)phenyl]piperazin-1-yl}pentanoic acid C(C=C)OCCC(CC(=O)O)N1CCN(CC1)C1=CC=C(C=C1)OC(F)(F)F